C(C)[C@]1(C(OCC=2C(N3CC=4C(=NC=5C=C(C(=C6C5C4C(CC6)(CCO)O)C)F)C3=CC21)=O)=O)O (9S)-9-ethyl-5-fluoro-1,9-dihydroxy-1-(2-hydroxyethyl)-4-methyl-1,2,3,9,12,15-hexahydro-10H,13H-benzo[de]pyrano[3',4':6,7]indolizino[1,2-b]quinoline-10,13-dione